N-carboxyvinyl-β-propylamine C(=O)(O)C=CNC(C)C